1-(3,4-dichloro-2-fluorophenyl)-11-methyl-1,3,4,5,6,7,8,11-octahydro-14,16-etheno-13,10-(metheno)pyrido[4,3-m][1,2,5,9,12]pentaazacycloheptadecin-9(2H)-one ClC=1C(=C(C=CC1Cl)N1CCNCCCNC(C=2N(N=C(C3=CC4=C1C=CN=C4C=C3)C2)C)=O)F